NC1=NC(=CC(=N1)B(O)O)Cl 2-AMINO-6-CHLOROPYRIMIDINE-4-BORONIC ACID